O1CCN(CC1)C(C[C@@H](C(N[C@@H](CCCC1=CC=CC=C1)B1OC(C(O1)(C)C)(C)C)=O)NC(OC(C)(C)C)=O)=O tert-butyl ((S)-4-morpholino-1,4-dioxo-1-(((R)-4-phenyl-1-(4,4,5,5-tetramethyl-1,3,2-dioxaborolan-2-yl) butyl)amino)butan-2-yl)carbamate